BrCCOC1=C(C=CC=C1)C=1C(=CC(=C(C1)NS(=O)(=O)C=1C=C(C(=O)OC)C=C(C1OC)Cl)F)F methyl 3-[[5-[2-(2-bromoethoxy)phenyl]-2,4-difluoro-phenyl]sulfamoyl]-5-chloro-4-methoxybenzoate